bisdodecanol thiodipropionate S(CCC(=O)O)CCC(=O)O.C(CCCCCCCCCCC)O.C(CCCCCCCCCCC)O